ClC=1C=C(C(=O)N2CC=3C(=NN4C3C(N(CC4)[C@@H](C)C4=CC=C(C=C4)F)=O)C[C@H]2C)C=CC1Cl (3R)-2-(3,4-Dichlorobenzoyl)-9-[(1S)-1-(4-fluorophenyl)ethyl]-3-methyl-1,2,3,4,8,9-hexahydro-pyrido[4',3':3,4]pyrazolo[1,5-a]pyrazin-10(7H)-one